Pyridazine-3-carbonitrile, bis-hydrochloride Cl.Cl.N1=NC(=CC=C1)C#N